C(C)(C)(C)OC(=O)N1C[C@H](CC1)NC1=C2C=CC=NC2=C(C=C1)C(NC1=CC=NC=C1)=O (S)-3-((8-(pyridin-4-ylcarbamoyl)quinolin-5-yl)amino)pyrrolidine-1-carboxylic acid tert-butyl ester